N1C=NC2=C1C=C(C=C2)N2C(O[C@H]([C@@H]2C2=CC=CC=C2)C)=O (4S,5S)-3-(1H-Benzo[d]imidazol-6-yl)-5-methyl-4-phenyloxazolidin-2-on